ClC=1C=C(C=CC1)N1N=CC(=C1)[C@H](C(=O)NC1=CC(=NN1)C1CC(C1)(F)F)C (R)-2-(1-(3-chlorophenyl)-1H-pyrazol-4-yl)-N-(3-(3,3-difluorocyclobutyl)-1H-pyrazol-5-yl)propanamide